(R)-(+)-trans-4-(1-aminoethyl)-N-(4-pyridyl)cyclohexanecarboxamide dihydrochloride CC(C1CCC(CC1)C(=O)NC2=CC=NC=C2)N.Cl.Cl